FC=1C(=CC=2C3=C(NC(C2C1)=O)COC[C@H]3N(C(=O)C3=CC=1C(=NC=C(C1)C(F)(F)F)N3)C)F (S)-N-(8,9-Difluoro-6-oxo-1,4,5,6-tetrahydro-2H-pyrano[3,4-c]isoquinolin-1-yl)-N-methyl-5-(trifluoromethyl)-1H-pyrrolo[2,3-b]pyridine-2-carboxamide